N-(Benzenesulfonyl)-2-[(4S)-2,4-dimethyl-2-trimethylsilyl-pyrrolidin-1-yl]-6-[3-[2-[1-(trifluoromethyl)cyclopropyl]ethoxy]pyrazol-1-yl]pyridine-3-carboxamide C1(=CC=CC=C1)S(=O)(=O)NC(=O)C=1C(=NC(=CC1)N1N=C(C=C1)OCCC1(CC1)C(F)(F)F)N1C(C[C@@H](C1)C)([Si](C)(C)C)C